FC=1C=2N(C=C(C1)C1=CC3=CN(N=C3C(=C1)F)C)C=C(N2)C21OCC(C2)(C1)NC(OC(C)(C)C)=O tert-butyl N-[1-[8-fluoro-6-(7-fluoro-2-methyl-indazol-5-yl)imidazo[1,2-a]pyridin-2-yl]-2-oxabicyclo[2.1.1]hexan-4-yl]carbamate